C1(=CC=CC=C1)C(C(C1=CC=CC=C1)=O)(O)C1=CC=CC=C1 α-phenylbenzoin